1-(3-methoxy-4-(((6-(piperidin-4-yl)pyridin-2-yl)oxy)methyl)phenyl)ethan-1-one COC=1C=C(C=CC1COC1=NC(=CC=C1)C1CCNCC1)C(C)=O